ClC=1C=CC2=C(CC3(OCCO3)C=CN2)C1 7-chloro-1,5-dihydrospiro[1-benzazepine-4,2-[1,3]dioxolan]